4-(9H-carbazol-9-yl)benzoate C1=CC=CC=2C3=CC=CC=C3N(C12)C1=CC=C(C(=O)[O-])C=C1